4-(4-cyano-2-methoxyphenyl)-5-hydroxy-2,8-dimethyl-1,4-dihydro-1,6-naphthyridine-3-carboxamide C(#N)C1=CC(=C(C=C1)C1C(=C(NC2=C(C=NC(=C12)O)C)C)C(=O)N)OC